C1=NC=C(C2=CC=CC=C12)N1C(N(C[C@H]1C#N)C1=NC(=CC=C1C)C(F)(F)F)=O (S)-3-(isoquinolin-4-yl)-1-(3-methyl-6-(trifluoromethyl)pyridin-2-yl)-2-oxoimidazolidine-4-carbonitrile